FC(CC(F)F)(F)F 1,1,1,3,3-Pentafluoropropan